1-(3-(7-(2-amino-5,7-difluorobenzo[d]thiazol-4-yl)-8-chloro-6-fluoro-1H-pyrazolo[4,3-c]quinolin-1-yl)azetidin-1-yl)prop-2-en-1-one NC=1SC2=C(N1)C(=C(C=C2F)F)C=2C(=CC=1C3=C(C=NC1C2F)C=NN3C3CN(C3)C(C=C)=O)Cl